2-amino-3-bromo-N-((5-cyano-2-pyridinyl)methyl)-N-((2R)-1-methoxy-2-propanyl)-6-quinolinecarboxamide NC1=NC2=CC=C(C=C2C=C1Br)C(=O)N([C@@H](COC)C)CC1=NC=C(C=C1)C#N